1-(6-methoxy-3,4-dihydro-2H-benzo[b][1,4]oxazin-7-yl)-1H-pyrazolo[4,3-c]pyridine-3-carboxamide COC1=CC2=C(OCCN2)C=C1N1N=C(C=2C=NC=CC21)C(=O)N